NCC1=C(C(N(N=C1)CC1=NC(=NO1)C[C@H](O)C1=CC=C(C=C1)Cl)=O)Cl (S)-5-(aminomethyl)-4-chloro-2-((3-(2-(4-chlorophenyl)-2-hydroxyethyl)-1,2,4-oxadiazol-5-yl)methyl)pyridazin-3(2H)-one